ClC1=CC(=C(C=C1)C1=NC(=CC2=C1N=C1N(C2=O)CC(C1)C1CC1)N1C[C@@H](OCC1)C=1C=NN(C1)C)F 1-(4-chloro-2-fluorophenyl)-8-cyclopropyl-3-((S)-2-(1-methyl-1H-pyrazol-4-yl)morpholino)-8,9-dihydropyrido[3,4-d]pyrrolo[1,2-a]pyrimidin-5(7H)-one